2-methylpyrazine-2-pentanol CC1(NC=CN=C1)CCCCCO